6-(difluoromethyl)-3-oxo-2,3,4,5-tetrahydropyridazine-4-carboxylic acid ethyl ester C(C)OC(=O)C1C(NN=C(C1)C(F)F)=O